4-azido-N-methyl-N,6-diphenyl-1,3,5-triazin-2-amine N(=[N+]=[N-])C1=NC(=NC(=N1)C1=CC=CC=C1)N(C1=CC=CC=C1)C